(1r,3r)-1-(3-Bromophenyl)-3-hydroxy-3-methylcyclobutane-1-carbonitrile BrC=1C=C(C=CC1)C1(CC(C1)(C)O)C#N